4-[7-(2-{[(tert-butoxy)carbonyl]amino}-7-fluoro-1,3-benzothiazol-4-yl)-8-fluoro-6-(trifluoromethyl)quinazolin-4-yl]piperazine-1-carboxylic acid tert-butyl ester C(C)(C)(C)OC(=O)N1CCN(CC1)C1=NC=NC2=C(C(=C(C=C12)C(F)(F)F)C1=CC=C(C2=C1N=C(S2)NC(=O)OC(C)(C)C)F)F